C(C)(C)(C)[S@](=O)N[C@H](C)C1=NC(=CC(=C1)NC(OC(C)(C)C)=O)C(F)F tert-butyl (2-((R)-1-(((S)-tert-butylsulfinyl)amino)ethyl)-6-(difluoromethyl)pyridin-4-yl)carbamate